COC1=CC(=C2C=CC=NC2=C1)C1(CC1)C=1C(=C(C(=O)N)C=C(C1[N+](=O)[O-])OCC1N(CC1)C)C (1-(7-methoxyquinolin-5-yl)cyclopropyl)-2-methyl-5-((1-methylazetidin-2-yl)methoxy)-4-nitrobenzamide